(S)-3-(9-((4-(aminomethyl)phenyl)carbamoyl)-4,5-dihydrobenzo[b]thieno[2,3-d]oxepin-8-yl)-6-(piperidin-3-ylcarbamoyl)picolinic acid NCC1=CC=C(C=C1)NC(=O)C1=CC2=C(OCCC3=C2SC=C3)C=C1C=1C(=NC(=CC1)C(N[C@@H]1CNCCC1)=O)C(=O)O